CC=1N=CC(=NC1)[C@@H](C)NC(C1=CC(=CC(=C1)OC[C@@H]1OCCC1)C=1SC(=CN1)C(C)C)=O N-[(1R)-1-(5-methylpyrazin-2-yl)ethyl]-3-[5-(propan-2-yl)-1,3-thiazol-2-yl]-5-[(2R)-tetrahydrofuran-2-ylmethoxy]benzamide